(R)-7-Cyclobutyl-6-(difluoromethyl)-(1,1-dioxido-2,3-dihydrothiophen-3-yl)-2-oxo-1,2-dihydroquinoline-3-carboxamide C1(CCC1)C1=C(C=C2C=C(C(N(C2=C1)[C@H]1CS(C=C1)(=O)=O)=O)C(=O)N)C(F)F